COC(=O)[C@@H]1[C@H]2C([C@H]2CN1C(=O)OC(C)(C)C)(C)C (1R,2S,5S)-N-t-butoxycarbonyl-6,6-dimethyl-3-azabicyclo[3.1.0]Hexane-2-carboxylic acid methyl ester